C(C)(C)(C)OC(N(C1=CC(=NC=2N1N=CC2C(C)C)N[C@H]2CNC(CC2)(C)C)CC2=CC(=CC=C2)P(=O)(C)C)=O (R)-(3-(dimethylphosphoryl)benzyl)(5-((6,6-dimethylpiperidin-3-yl)amino)-3-isopropylpyrazolo[1,5-a]pyrimidin-7-yl)carbamic acid tert-butyl ester